dioxapentane OOCCC